C(#N)[C@@H](C[C@@H]1C(NCC1)=O)C(C(=O)N)(CC(C)C)NC(\C=C\C1=CC=CC=C1)=O ((S)-1-cyano-2-[(3S)-2-oxopyrrolidin-3-yl]ethyl)-4-methyl-2-[[(E)-3-phenylprop-2-enoyl]amino]pentanamide